tert-butyl 2-methylene-7-azabicyclo[2.2.1]heptane-7-carboxylate C=C1C2CCC(C1)N2C(=O)OC(C)(C)C